C(#N)C1=CC(=C(OC=2N=NC(=C(C2C(=O)NC=2C[N+](C=CC2)=O)C)C2=CC=C(C=C2)C#N)C=C1)OC 3-(4-cyano-2-methoxy-phenoxy)-6-(4-cyanophenyl)-5-methyl-N-(1-oxopyridin-1-ium-3-yl)pyridazine-4-carboxamide